CC=1C(=C(C=C(C1)C(F)(F)F)O)C1=CC=C2C(=N1)N=C(O2)NC[C@@H]2N(CC2)C 3-methyl-2-[2-[[(2R)-1-methylazetidin-2-yl]methylamino]oxazolo[4,5-b]pyridin-5-yl]-5-(trifluoromethyl)phenol